FC(C(CCC[C@@H](C)[C@H]1CC[C@H]2/C(/CCC[C@]12C)=C/CN1N=NC(=C1)C1=CC=CC=C1)(O)C(F)(F)F)(F)F (R)-1,1,1-Trifluoro-6-{(1R,3aS,7aR,E)-7a-methyl-4-[2-(4-phenyl-1H-1,2,3-triazol-1-yl)ethylidene]octahydro-1H-inden-1-yl}-2-(trifluoromethyl)heptan-2-ol